bis(3,5-di-T-butylsalicylaldehyde) cobalt (II) [Co+2].C(C)(C)(C)C1=C(C(C=O)=CC(=C1)C(C)(C)C)O.C(C)(C)(C)C1=C(C(C=O)=CC(=C1)C(C)(C)C)O